ClC1=C(OC2CCN(CC2)C2=CC=C(C=C2)C2=NN=C(S2)CN)C=C(C=C1)F (5-(4-(4-(2-chloro-5-fluorophenoxy)piperidin-1-yl)phenyl)-1,3,4-thiadiazol-2-yl)methanamine